CN1N=CC(=C1)C(C#N)O[Si](C)(C)C 2-(1-Methyl-1H-pyrazol-4-yl)-2-((trimethylsilyl)oxy)acetonitrile